Cl.CN(C)CCCCl N,N-dimethylaminopropyl chloride hydrochloride